FC(C1=NN(C=C1C(=O)NC1=C(C=CC=C1)C1=CC(=CC=C1)COC1=CC=CC=C1)C)F 3-(difluoromethyl)-1-methyl-N-(3'-(phenoxymethyl)-[1,1'-biphenyl]-2-yl)-1H-pyrazole-4-carboxamide